C=[Au-3]=C biscarbene gold(I)